((6-(difluoromethoxy)-2-(3'-(6-methoxy-5-((((5-oxopyrrolidin-2-yl)methyl)amino)methyl)pyridin-2-yl)-2,2'-dimethyl-[1,1'-biphenyl]-3-yl)benzo[d]oxazol-5-yl)methyl)-L-proline FC(OC1=CC2=C(N=C(O2)C=2C(=C(C=CC2)C2=C(C(=CC=C2)C2=NC(=C(C=C2)CNCC2NC(CC2)=O)OC)C)C)C=C1CN1[C@@H](CCC1)C(=O)O)F